C(C)(C)(C)OC(=O)N1C[C@H](CC1)OC1=C(C=C(C(=O)N2CCC(CC2)OC=2C=C(C=C(C2)F)N2CCN(CC2)C(=O)OC(C)(C)C)C=C1)N1CCC(CC1)C(F)(F)F tert-butyl (S)-4-(3-((1-(4-((1-(tert-butoxycarbonyl)pyrrolidin-3-yl)oxy)-3-(4-(trifluoromethyl)piperidin-1-yl)benzoyl)piperidin-4-yl)oxy)-5-fluorophenyl)piperazine-1-carboxylate